(1,2,3,4-tetramethyl-5-n-propylcyclopentadienyl)(fluorenyl)zirconium diiodide [I-].[I-].CC1(C(=C(C(=C1CCC)C)C)C)[Zr+2]C1=CC=CC=2C3=CC=CC=C3CC12